NC=1C(=C(OC=2C(=C3C(N(C=NC3=CC2)C)=O)C)C=C(C1)F)Cl 6-(3-amino-2-chloro-5-fluorophenoxy)-3,5-dimethylquinazolin-4(3H)-one